(3-chloro-5-cyano-6-fluoro-4-((3as,6as)-5-methylhexahydropyrrolo[3,4-b]pyrrol-1(2H)-yl)-9H-pyrido[2,3-b]indol-8-yl)(methyl)carbamic acid tert-butyl ester C(C)(C)(C)OC(N(C)C=1C=C(C(=C2C3=C(NC12)N=CC(=C3N3[C@H]1[C@@H](CC3)CN(C1)C)Cl)C#N)F)=O